CN1C=NC(=C1)[C@@H](C)NC(=O)C1=CC2=CC=CC(=C2C=C1)C1=CC=C(C=C1)C(F)(F)F (R)-N-(1-(1-methyl-1H-imidazol-4-yl)ethyl)-5-(4-(trifluoromethyl)phenyl)-2-naphthamide